C(C1=CC=CC=C1)[C@H]1NC(OC1)=O |r| rac-(4R)-4-benzyloxazolidin-2-one